(±)-1-(3-(trifluoromethyl)phenyl)but-3-en-1-amine FC(C=1C=C(C=CC1)[C@@H](CC=C)N)(F)F |r|